[O-]CC.[O-]CC.[O-]CC.[V+5] vanadium (V) triethoxide